N-(2-aminoethyl)-4-(2,5-dioxo-2,5-dihydro-1H-pyrrol-1-yl)cyclohexancarboxamid NCCNC(=O)C1CCC(CC1)N1C(C=CC1=O)=O